FC(C(=O)O)(F)F.C(C)(C)C1=C(N(C=N1)C)CSC=1NC(C2=C(N1)CCC2)=O 2-{[(5-Isopropyl-3-methylimidazol-4-yl)methyl]sulfanyl}-3H,5H,6H,7H-cyclopenta[d]pyrimidin-4-one trifluoroacetate salt